N-(4-chlorophenyl)-2-((4-(2,7,8-trimethyl-4-oxo-quinazolin-3(4H)-yl)phenyl)thio)acetamide ClC1=CC=C(C=C1)NC(CSC1=CC=C(C=C1)N1C(=NC2=C(C(=CC=C2C1=O)C)C)C)=O